NC=1C=CC(=C2C(=CNC12)C#N)C 7-amino-4-methyl-1H-indole-3-carbonitrile